C(C1=CC=CC=C1)[C@@H](CNC(=O)C1=NN(C(N1)=O)C)C(C)C N-[(2R)-2-benzyl-3-methylbutyl]-1-methyl-5-oxo-4H-1,2,4-triazole-3-carboxamide